CC1=CC=C(C(=C)C)C=C1 4-methyl-α-methyl-styrene